4-((5-(methoxycarbonyl)thiophen-3-yl)ethynyl)piperidine-1-carboxylic acid tert-butyl ester C(C)(C)(C)OC(=O)N1CCC(CC1)C#CC1=CSC(=C1)C(=O)OC